FC=1C=C2C(=CC=NC2=CC1)C1CCC(CC1)(O)CC(=O)O (4-(6-fluoroquinolin-4-yl)-1-hydroxycyclohexyl)acetic acid